CC(C=O)=CC=CC1=CC=CC=C1 2-methyl-5-Phenylpenta-2,4-dienal